O(C1=CC=CC=C1)C1=CC=C(C=C1)C1(CC1)NC(OC(C)(C)C)=O tert-butyl (1-(4-phenoxyphenyl)cyclopropyl)carbamate